CN1C(=NC=C1)N1CCNCC1 1-(1-methyl-1H-imidazol-2-yl)piperazine